alpha-Methyl-4-(1-methylethyl)benzol CC(C)(C)C1=CC=CC=C1